COCCOC1=C(C=C(C(=C1)OCCOC)[N+](=O)[O-])NC(=O)C1=NC=NC(=C1)C(=O)NC1=C(C=C(C(=C1)[N+](=O)[O-])OCCOC)OCCOC N4,N6-bis(2,4-bis(2-methoxyethoxy)-5-nitrophenyl)pyrimidine-4,6-dicarboxamide